2-chloro-N-(2-isopropyl-5-methyl-phenyl)acetamide ClCC(=O)NC1=C(C=CC(=C1)C)C(C)C